[Mg].[Si] silicon magnesium salt